10-methylphenoxazine-2,7-Diamine CN1C2=CC=C(C=C2OC=2C=CC(=CC12)N)N